C(C)(C)(C)OC(=O)N1CCN(CC1)C(CO)C 4-(1-hydroxypropan-2-yl)piperazine-1-carboxylic acid tert-butyl ester